C(C)OC(=O)C=1C(=C(C2=CC=CC=C2C1)C1=CC=CC2=CC=CC=C12)C(=O)OCC diethoxycarbonyl-1,1'-binaphthyl